CC1=NN2C=NN=C(C2=C1)O 2-methylpyrazolo[1,5-d][1,2,4]triazin-4-ol